2,4-dimercapto-1,3,5-triazin-6-ol SC1=NC(=NC(=N1)S)O